4-(5-chloropyrazolo[1,5-a]pyrimidin-7-yl)morpholine ClC1=NC=2N(C(=C1)N1CCOCC1)N=CC2